FC1=CC=C(C=C1)C1=C(N(C2=CC=CC=C12)CCC)/C=C/C=O (E)-3-(3-(4-fluorophenyl)-1-propyl-1H-indol-2-yl)acrylaldehyde